4-chloro-11-azatricyclo[6.2.1.02,7]Undeca-2,4,6-triene hydrochloride Cl.ClC=1C=C2C3CCC(C2=CC1)N3